BrCC(=O)N1CC2=CC=CC=C2C1 2-bromo-1-(isoindolin-2-yl)ethan-1-one